(1r,3r)-3-(3-chloro-4-fluorophenoxy)-N-(isoquinolin-5-ylmethyl)cyclobutan-1-amine hydrochloride Cl.ClC=1C=C(OC2CC(C2)NCC2=C3C=CN=CC3=CC=C2)C=CC1F